butyl 4-((2-aminopyridin-3-yl)ethynyl)piperidine-1-carboxylate NC1=NC=CC=C1C#CC1CCN(CC1)C(=O)OCCCC